C(#N)C=1C=C(C=C(C1)C)C=1C(=NN(C1C(=O)O)C=1SC(=C(N1)C1=CC(=C(C=C1)Cl)Cl)SC(C)C)C 4-(3-cyano-5-methylphenyl)-1-(4-(3,4-dichlorophenyl)-5-(isopropylsulfanyl)thiazol-2-yl)-3-methyl-1H-pyrazole-5-carboxylic acid